C(C1CO1)C(C=1C(=C(C(=C(C1CC1CO1)CC1CO1)N)C)N)CC1CO1 Tetraglycidyl-meta-Xylendiamin